O=C1NC(CCC1N1C(C2=CC=CC(=C2C1=O)OCC(=O)NCCOCCOCC(NC1(CNC1)C1=NC=CC=C1)=O)=O)=O 2-((2-(2,6-dioxopiperidin-3-yl)-1,3-dioxoisoindolin-4-yl)oxy)-N-(2-(2-(2-oxo-2-((3-(pyridin-2-yl)azetidin-3-yl)amino)ethoxy)ethoxy)ethyl)acetamide